BrC=1C(=NN(C1C=1C=NC(=CC1)F)C1=C(C=CC=C1)F)O[C@H](C(=O)O)OCC |r| (2RS)-{[4-bromo-1-(2-fluorophenyl)-5-(6-fluoropyridin-3-yl)-1H-pyrazol-3-yl]oxy}(ethoxy)acetic acid